(E)-3-((3-bromopyridin-2-yl)methyl)-2-(3-(5-methyl-1H-1,2,3-triazol-4-yl)allyl)isoindolin-1-one BrC=1C(=NC=CC1)CC1N(C(C2=CC=CC=C12)=O)C\C=C\C=1N=NNC1C